(2S)-2-[(3,3-difluoropropyl)amino]but-3-en-1-ol FC(CCN[C@H](CO)C=C)F